FC(C=1C=CC(=NC1)CNC(C)=O)(F)F N-((5-(trifluoromethyl)pyridin-2-yl)methyl)acetamide